C[Si](CCOCN1N=CC=2C(=NC=CC21)CN2N=CC1=C(C2=O)NC2=C1SC=N2)(C)C 6-((1-((2-(trimethylsilyl)ethoxy)methyl)-1H-pyrazolo[4,3-c]pyridin-4-yl)methyl)-4H-thiazolo[5',4':4,5]pyrrolo[2,3-d]pyridazin-5(6H)-one